N-(1-(benzofuran-2-yl)vinyl)acetamide O1C(=CC2=C1C=CC=C2)C(=C)NC(C)=O